Tert-butyl (3R)-4-(5-formylpyrazin-2-yl)-3-methylpiperazine-1-carboxylate C(=O)C=1N=CC(=NC1)N1[C@@H](CN(CC1)C(=O)OC(C)(C)C)C